4-(2-(4-amino-1-phenylcyclohexyl)ethoxy)-2,5-difluoro-N-(1,2,4-thiadiazol-5-yl)benzenesulfonamide NC1CCC(CC1)(C1=CC=CC=C1)CCOC1=CC(=C(C=C1F)S(=O)(=O)NC1=NC=NS1)F